C12(CC3CC(CC(C1)C3)C2)N(CCCCNC(CSC=2C=C3CN(C(C3=CC2)=O)C2C(NC(CC2)=O)=O)=O)C N-(4-((adamantan-1-yl)(methyl)amino)butyl)-2-((2-(2,6-dioxopiperidin-3-yl)-1-oxoisoindolin-5-yl)thio)acetamide